6-Hydroxy-1,2,3,4-tetrahydroisoquinoline OC=1C=C2CCNCC2=CC1